BrC1=C(C=C(S1)C(=O)OC)C1=NC=CC=C1 methyl 5-bromo-4-(pyridin-2-yl)thiophene-2-carboxylate